C1(=CC=CC=C1)C1=CC2=C(C=C1)C1=CC=C(C=C1C21C2=CC=CC=C2OC=2C=CC=CC12)C1=CC=CC=C1 2,7-Diphenylspiro[fluorene-9,9'-xanthene]